3-(4-(2,3-dichloro-6-hydroxyphenyl)-2-oxopyrrolidin-1-yl)-N-hydroxypropanamide ClC1=C(C(=CC=C1Cl)O)C1CC(N(C1)CCC(=O)NO)=O